trihexyltetradecylChloride C(CCCCC)C(CCCCCCCCCCCCCCl)(CCCCCC)CCCCCC